4-(imidazol-2-yl)benzamide N1C(=NC=C1)C1=CC=C(C(=O)N)C=C1